tri(propan-2-yl)-λ5-bismuthanethione CC(C)[Bi](=S)(C(C)C)C(C)C